C12(CNCC2C1)NC=1N=CC2=C(N1)C(=CC(=N2)C2=CC=C(C=C2)CN2CCOCC2)C(=O)N ((3-azabicyclo[3.1.0]hex-1-yl)amino)-6-(4-(morpholinomethyl)phenyl)pyrido[3,2-d]pyrimidine-8-carboxamide